rel-(2R,3S,4S,5R)-3-(3,4-difluoro-2-methoxyphenyl)-4,5-dimethyl-N-(6-oxo-1H-1,2-diazepin-3-yl)-5-(trifluoromethyl)tetrahydrofuran-2-carboxamide FC=1C(=C(C=CC1F)[C@H]1[C@@H](O[C@]([C@H]1C)(C(F)(F)F)C)C(=O)NC1=NNCC(C=C1)=O)OC |o1:8,9,11,12|